Cl.FC([C@H](N)C1=CC(=CC=C1)F)F (R)-2,2-difluoro-1-(3-fluorophenyl)ethan-1-amine hydrochloride